C12OCC(C1)(C2)C2=NC(=CC(=N2)Cl)CC 2-(2-oxabicyclo[2.1.1]hexan-4-yl)-4-chloro-6-ethylpyrimidine